(R)-N-(2,2,2-trifluoro-1-(4-fluorophenyl)ethyl)-3-((2-(trimethylsilyl)ethoxy)methyl)-3H-[1,2,3]triazolo[4,5-b]pyridine-6-sulfonamide FC([C@@H](C1=CC=C(C=C1)F)NS(=O)(=O)C=1C=C2C(=NC1)N(N=N2)COCC[Si](C)(C)C)(F)F